(tert-butyl 4-(bis(4-methoxybenzyl) amino)-2-(ethylsulfanyl)-6-(hydroxymethyl) pyrimidin-5-yl) carbamate C(N)(OC=1C(=NC(N(C1CO)C(C)(C)C)SCC)N(CC1=CC=C(C=C1)OC)CC1=CC=C(C=C1)OC)=O